BrC1C(CC=2C1=NNC(C2C(F)(F)F)=O)(C)C 7-bromo-6,6-dimethyl-4-(trifluoromethyl)-2,5,6,7-tetrahydro-3H-cyclopenta[c]pyridazin-3-one